BrC1=CC(=C(S1)C(=O)N1C[C@H](CC1)NC(OC(C)(C)C)=O)Cl tert-butyl (S)-(1-(5-bromo-3-chlorothiophene-2-carbonyl)pyrrolidin-3-yl)carbamate